BrC=1C=NC(=NC1)NC1=CC(=CC=C1)C(F)(F)F 5-bromo-N-[3-(trifluoromethyl)phenyl]pyrimidin-2-amine